CC1C23C(OC1=O)(CC(CC2)C)O3 perhydro-3,6-dimethyl-3a,7a-epoxybenzo[b]furan-2(3H)-one